C(CCC)N1N=C(C(=C1CC(C)C)O)CCC 1-n-butyl-5-isobutyl-4-hydroxy-3-n-propylpyrazole